tetrapropoxy orthosilicate [Si](OOCCC)(OOCCC)(OOCCC)OOCCC